3-(2-amino-6-(1-(4-methylphenylethyl)-2-oxo-1,2-dihydropyridin-4-yl)pyrimidin-4-yl)-2-methylbenzonitrile NC1=NC(=CC(=N1)C=1C(=C(C#N)C=CC1)C)C1=CC(N(C=C1)CCC1=CC=C(C=C1)C)=O